BrC1=C(C=C(C(=O)N2CC(S(CC2)(=O)=O)(C=2SC(=CN2)C(C)C2=C(C=CC=C2)F)F)C=C1)Cl 4-(4-bromo-3-chlorobenzoyl)-2-fluoro-2-[5-[1-(2-fluorophenyl)ethyl]-1,3-thiazol-2-yl]-1λ6-thiomorpholine-1,1-dione